3-(4-((2,4-dimethoxybenzyl)amino)-2-(pyridin-2-ylmethyl)-2H-[1,2,3]Triazolo[4,5-c]Pyridin-6-yl)benzonitrile COC1=C(CNC2=NC(=CC=3C2=NN(N3)CC3=NC=CC=C3)C=3C=C(C#N)C=CC3)C=CC(=C1)OC